[Cl-].C(C(=C)C)(=O)[O-].[Cr+2] chromium methacrylate chloride salt